diphenyl-phosphinic acid chloride diphenyl-chlorophosphate C1(=CC=CC=C1)OP(=O)(OC1=CC=CC=C1)Cl.C1(=CC=CC=C1)P(=O)(C1=CC=CC=C1)Cl